C(C)(C)(C)OC(=O)N1CC(C1)COC1CCNCC1 3-(4-Piperidinyloxymethyl)azetidine-1-carboxylic acid tert-butyl ester